O.O.O.O.[Cu].C=1(C(=CC(=C(C1)N)N)N)N 1,2,4,5-benzenetetramine copper tetrahydrate